(R)-S-(2-(3-(2,2,5,5-tetramethyl-1,3-dioxane-4-carboxamido)propanamido) ethyl) (E)-3-oxohex-4-enethioate O=C(CC(SCCNC(CCNC(=O)[C@@H]1OC(OCC1(C)C)(C)C)=O)=O)\C=C\C